[N+](=O)([O-])N1N=C(C2=C1C(=NN2[N+](=O)[O-])[N+](=O)[O-])[N+](=O)[O-] 1,3,4,6-tetranitro-1,4-dihydropyrazolo[4,3-c]pyrazole